C(CC)(=O)OC1=CC(=C(C(=C1)CCCC)O)CCCC (3,5-dibutyl-4-hydroxyphenyl) propionate